FC1=CC=C(C=C1)S(=O)(=O)N1C=C(C2=C(C=CC=C12)I)C=O 1-((4-fluorophenyl)sulfonyl)-4-iodo-1H-indole-3-carbaldehyde